5-fluoro-4-(2-methoxy-4-methylthiazol-5-yl)-N-(1-(methylsulfonyl)piperidin-4-yl)pyrimidin-2-amine FC=1C(=NC(=NC1)NC1CCN(CC1)S(=O)(=O)C)C1=C(N=C(S1)OC)C